4-[6-fluoro-4-(5-methyl-2-thiazol-4-yl-7,8-dihydro-5H-pyrido[4,3-d]pyrimidin-6-yl)-2-pyridinyl]morpholine FC1=CC(=CC(=N1)N1CCOCC1)N1C(C2=C(N=C(N=C2)C=2N=CSC2)CC1)C